CN1C=2C(NC(=NC2NCC1CNC1=CC=C(C(N[C@@H](CCC(=O)[O-])C(=O)O)=O)C=C1)N)=O.[Na+] sodium 5-methyl-tetrahydrofolate